(S)-quinuclidin-3-yl ((R)-7-fluoro-6-(3-methoxyphenyl)-2,2-dimethyl-1,2,3,4-tetrahydronaphthalen-1-yl)carbamate FC1=C(C=C2CCC([C@H](C2=C1)NC(O[C@@H]1CN2CCC1CC2)=O)(C)C)C2=CC(=CC=C2)OC